1-isopropyl-N-(2-(4-methoxypiperidin-1-yl)pyrimidin-4-yl)-3-(4-(methylamino)piperidine-1-yl)-1H-pyrazolo[4,3-c]pyridin-6-amine C(C)(C)N1N=C(C=2C=NC(=CC21)NC2=NC(=NC=C2)N2CCC(CC2)OC)N2CCC(CC2)NC